C(C)C1[C@H](OC[C@@H](C1)CC)CCC (2r,5r)-3,5-diethyl-2-propyl-tetrahydropyran